COC(=O)[C@H]1OC2(O[C@@H]1C1=C(C=CC=C1)C)CCCC2 (2S,3R)-methyl-3-(2-methylphenyl)-1,4-dioxaspiro[4.4]nonane-2-carboxylate